COC1=CC=C(C=C1)S(=O)(=O)C=1N=CC2=C(N1)CCN(C2=O)CCC(=O)OC(C)(C)C tert-butyl 3-(2-(4-methoxybenzenesulfonyl)-5-oxo-7,8-dihydropyrido[4,3-d]pyrimidin-6(5H)-yl)propanoate